3-(1-cyclopropyl-1H-imidazol-4-yl)-N-methyl-4-((3-(trifluoromethyl)phenyl)amino)benzenesulfonamide C1(CC1)N1C=NC(=C1)C=1C=C(C=CC1NC1=CC(=CC=C1)C(F)(F)F)S(=O)(=O)NC